C1(CC1)C1=NC=NC(=C1C1=NN2C(C(=N1)N[C@@H](C)C1=CC=C(C=C1)C=1N(C=C(N1)C(F)(F)F)C(C)C)=NC=C2)OC (S)-2-(4-cyclopropyl-6-methoxypyrimidin-5-yl)-N-(1-(4-(1-isopropyl-4-(trifluoromethyl)-1H-imidazol-2-yl)phenyl)ethyl)imidazo[2,1-f][1,2,4]triazin-4-amine